tert-Butyl (4-(4-((1-(4-(2-(4-((tert-butoxycarbonyl)amino)piperidin-1-yl)ethyl)phenyl)-2-oxo-1,2-dihydropyrimidin-4-yl)carbamoyl)piperazin-1-yl)-2-methyl-4-oxobutan-2-yl)carbamate C(C)(C)(C)OC(=O)NC1CCN(CC1)CCC1=CC=C(C=C1)N1C(N=C(C=C1)NC(=O)N1CCN(CC1)C(CC(C)(C)NC(OC(C)(C)C)=O)=O)=O